OC1=CC=C(C(N)=[Se])C=C1 4-hydroxybenzoselenamide